2-[6-[1-(benzyloxymethyl)-2-(6-tetrahydropyran-2-yloxyhexoxy)ethoxy]hexoxy]tetrahydropyran C(C1=CC=CC=C1)OCC(COCCCCCCOC1OCCCC1)OCCCCCCOC1OCCCC1